trans-rac-1-(2,2-dichloro-3-(diisopropyloxymethyl)cyclopropyl)-3,5-bis(trifluoromethyl)benzene ClC1([C@H]([C@@H]1C(OC(C)C)OC(C)C)C1=CC(=CC(=C1)C(F)(F)F)C(F)(F)F)Cl |r|